OCC(CC)(CO)CO 1,1,1-tris(hydroxymethyl)propan